benzo[b]thiophen-7-yl-(2-methyl-3-phenyl-2,4,5,7-tetrahydro-6H-pyrazolo[3,4-c]pyridin-6-yl)methanone S1C2=C(C=C1)C=CC=C2C(=O)N2CC=1C(CC2)=C(N(N1)C)C1=CC=CC=C1